methyl 2-bromoimidazo[1,2-a]pyridine-6-carboxylate BrC=1N=C2N(C=C(C=C2)C(=O)OC)C1